[C@H]12COC[C@@H]2C1N1N=C2N=C(C=CC2=C1)Cl 2-((1R,5S,6s)-3-oxabicyclo[3.1.0]hexan-6-yl)-6-chloro-2H-pyrazolo[3,4-b]pyridine